O.C(C)(=O)[O-].[Ca+2].C(C)(=O)[O-] CALCIUM ACETATE HYDRATE